1-[(R)-3-hydroxypyrrolidinamido] (2E,4E,6E,8E,10E,12E,14E,16Z,18E)-4,8,13,17-tetramethylicosa-2,4,6,8,10,12,14,16,18-nonaenedioate C/C(/C=C/C(=O)ONC(=O)N1C[C@@H](CC1)O)=C\C=C\C(=C\C=C\C=C(\C=C\C=C(/C=C/C(=O)[O-])\C)/C)\C